4-(1-(5-fluoropyridin-2-yl)ethoxy)-6-(1-((1s,4s)-4-hydroxycyclohexyl)-5-methyl-1H-pyrazol-4-yl)pyrazolo[1,5-a]pyridine-3-carbonitrile FC=1C=CC(=NC1)C(C)OC=1C=2N(C=C(C1)C=1C=NN(C1C)C1CCC(CC1)O)N=CC2C#N